BrCCN(CCBr)[Sn](N(CCBr)CCBr)N(CCBr)CCBr tris(bis(2-bromoethyl)amino)tin